1-[2-(4-fluorophenyl)ethyl]-3-(8-fluoroquinolin-3-yl)urea FC1=CC=C(C=C1)CCNC(=O)NC=1C=NC2=C(C=CC=C2C1)F